5-Bromo-3-fluoro-2-methoxybenzoic acid methyl ester COC(C1=C(C(=CC(=C1)Br)F)OC)=O